N1=CC=CC2=C1N(C1=CC=CC=C21)C2=CC1=C(OC3=C1C=C(C=C3)N3C1=C(C4=CC=CC=C34)C=CC=N1)C=C2 2,8-bis(pyrido[2,3-b]indol-9-yl)dibenzofuran